(S)-3-(1'-(3-(1-(oxetan-3-ylmethyl)-1H-pyrazol-4-yl)benzyl)-6-oxo-6,8-dihydro-2H,7H-spiro[furo[2,3-e]isoindole-3,4'-piperidin]-7-yl)piperidine-2,6-dione O1CC(C1)CN1N=CC(=C1)C=1C=C(CN2CCC3(CC2)COC2=C4CN(C(C4=CC=C23)=O)[C@@H]2C(NC(CC2)=O)=O)C=CC1